(S)-N-(2-methyl-2H-indazol-5-yl)-4-(3-methylpiperazin-1-yl)-2,3-dihydro-1H-pyrrolo[2,3-b]pyridine-1-carboxamide formate C(=O)O.CN1N=C2C=CC(=CC2=C1)NC(=O)N1CCC=2C1=NC=CC2N2C[C@@H](NCC2)C